ClC=1C(N(N=C(C1Cl)CC)C1OCCCC1)=O 4,5-dichloro-6-ethyl-2-(tetrahydro-2H-pyran-2-yl)pyridazin-3(2H)-one